NCC1=C(C=C(C=C1C(C)(C)C)C(C)(C)C)O 2-aminomethyl-3,5-di-tert-butylphenol